FC1=CC(=C(OCC2=CC=CC=3OCCOC32)C=C1[N+](=O)[O-])OC 5-((4-fluoro-2-methoxy-5-nitrophenoxy)methyl)-2,3-dihydrobenzo[b][1,4]dioxine